COC(C1CCN(CC1)C1=NOC(=C1)C(C(=O)O)C(C)CCCCCCCCCCCCCC)OC 2-[3-[4-(dimethoxymethyl)piperidin-1-yl]isoxazol-5-yl]-3-(tridecylmethyl)butanoic acid